NCCCCCCCCCCCCCCCOS(=O)(=O)C1=CC=C(C=C1)C.C(C)[C@@H](C(=O)N)N1C(CCC1)=O (S)-(-)-α-ethyl-2-oxo-1-pyrrolidineacetamide azahexadecan-16-yl-4-methylbenzenesulfonate